1-Bromo-4-(methylsulfinyl)benzene BrC1=CC=C(C=C1)S(=O)C